N-((1H-imidazol-4-yl)methyl)-2-(thiazol-5-yl)aniline N1C=NC(=C1)CNC1=C(C=CC=C1)C1=CN=CS1